(S)-N-(3,3-Difluoro-1-(oxetan-3-yl)piperidin-4-yl)-4-methoxy-5-(quinolin-6-yl)pyrrolo[2,1-f][1,2,4]triazin-2-amine FC1(CN(CC[C@@H]1NC1=NN2C(C(=N1)OC)=C(C=C2)C=2C=C1C=CC=NC1=CC2)C2COC2)F